C(CCCCC)[Li] hexyl-lithium